O=C1N[C@@H]2CC[C@]1(C2)CC=O 2-((1R,4S)-3-oxo-2-azabicyclo[2.2.1]heptan-4-yl)acetaldehyde